CC1(N(CCC1)CCNC(C1=CN=C(C(=C1)NC1=NN(C=2C=3N(N=CC21)C=C(C3)C=3C=NN(C3)CCO)C)C)=O)C N-(2-(2,2-dimethylpyrrolidin-1-yl)ethyl)-5-((8-(1-(2-hydroxyethyl)-1H-pyrazol-4-yl)-1-methyl-1H-pyrazolo[3,4-d]pyrrolo[1,2-b]pyridazin-3-yl)amino)-6-methylnicotinamide